C(CC=C)N1C(N=C2C=CC=C(C2=C1)OC)=O 3-(but-3-en-1-yl)-5-methoxyquinazolinone